N-(3-cyano-4-fluoro-2-formylphenyl)-3-fluoro-5-(trifluoromethyl)benzamide C(#N)C=1C(=C(C=CC1F)NC(C1=CC(=CC(=C1)C(F)(F)F)F)=O)C=O